C(C)OC(CCC(=O)C1=NC(=CC=C1O)CC1=CC(=CC=C1)C#N)=O 4-[6-(3-Cyano-benzyl)-3-hydroxy-pyridin-2-yl]-4-oxo-butyric acid ethyl ester